C(C1=CC=CC=C1)(C1=CC=CC=C1)N1CCC(CC1)N1CC2=CC=C(C=C2CC1)NCC(C)C 2-(1-benzhydryl-piperidin-4-yl)-N-isobutyl-1,2,3,4-tetrahydroisoquinolin-6-amine